2-{[6-bromo-5-(difluoromethoxy)pyridin-2-yl]methyl}-3-oxobutanenitrile BrC1=C(C=CC(=N1)CC(C#N)C(C)=O)OC(F)F